CC(C)N(C(C)C)[Si]([Si](C=C)(C=C)Cl)(Cl)Cl 1-(N,N-bis(1-methylethyl)amino)-1,1,2-trichloro-2,2-divinyldisilane